(3S)-3-([[(2S,4R)-1-(tert-butoxycarbonyl)-4-(2,3-dichloro-6-methoxyphenyl)pyrrolidin-2-yl]methyl]amino)butanoic acid C(C)(C)(C)OC(=O)N1[C@@H](C[C@@H](C1)C1=C(C(=CC=C1OC)Cl)Cl)CN[C@H](CC(=O)O)C